1-(2-(bis(3-methoxybenzyl)amino)thiazol-4-yl)-2,5,8,11-tetraoxatridecan-13-ol COC=1C=C(CN(C=2SC=C(N2)COCCOCCOCCOCCO)CC2=CC(=CC=C2)OC)C=CC1